ClC=1N=C2SC(=NN2C1)C1=C(C(=CC=C1)Cl)Cl 6-chloro-2-(2,3-dichlorophenyl)imidazo[2,1-b][1,3,4]thiadiazole